C(C1=CC=CC=C1)\N=C(/C)\C=1SC(=CN1)C(=O)NC1=NC=C(C(=C1)C(F)(F)F)Cl (E)-2-(1-(benzylimino)ethyl)-N-(5-chloro-4-(trifluoromethyl)pyridin-2-yl)-1,3-thiazole-5-carboxamide